(S)-2-(4-(6-((3-chloro-4-methylbenzyl)oxy)pyridin-2-yl)-2,5-difluorobenzyl)-1-(4,4-dimethyltetrahydrofuran-3-yl)-1H-benzo[d]imidazole-6-carboxylic acid ClC=1C=C(COC2=CC=CC(=N2)C2=CC(=C(CC3=NC4=C(N3[C@@H]3COCC3(C)C)C=C(C=C4)C(=O)O)C=C2F)F)C=CC1C